C(C)N1N=C(C(=C1)C1=C2C(=NC(=C1)C)NN=C2)C2=NC=C(C=C2)F 4-(1-Ethyl-3-(5-fluoropyridin-2-yl)-1H-pyrazol-4-yl)-6-methyl-1H-pyrazolo[3,4-b]pyridine